CN1N=CC(=C1)C=1C=C2N(N=CC=C2N2C([C@H](CC2)C#N)=O)C1 |r| rac-(3R)-1-[6-(1-methylpyrazol-4-yl)pyrrolo[1,2-b]pyridazin-4-yl]-2-oxopyrrolidine-3-carbonitrile